BrC=1C=C(C=CC1)C1(CC(C1)CC#N)C1=NN=CN1C 2-((1s,3s)-3-(3-bromophenyl)-3-(4-methyl-4H-1,2,4-triazol-3-yl)cyclobutyl)acetonitrile